bis(3-ethoxycarbonylpropoxy)-1,1'-binaphthyl C(C)OC(=O)CCCOC=1C(=C(C2=CC=CC=C2C1)C1=CC=CC2=CC=CC=C12)OCCCC(=O)OCC